[N+](=O)([O-])C1=C(C=CC=C1)C=[N+]=[N-] 2-nitrophenyldiazomethane